NC1=C(SC2=NC(=CC(=C21)C(C)C)C=2C=CC(=NC2)NC)[S@](=O)CCOC 5-{3-amino-2-[(R)-2-methoxyethanesulfinyl]-4-(propan-2-yl)thieno[2,3-b]pyridin-6-yl}-N-methylpyridin-2-amine